1,2,3,4,6-penta-O-galloyl-D-glucopyranose C(C1=CC(O)=C(O)C(O)=C1)(=O)OC1[C@H](OC(C2=CC(O)=C(O)C(O)=C2)=O)[C@@H](OC(C2=CC(O)=C(O)C(O)=C2)=O)[C@H](OC(C2=CC(O)=C(O)C(O)=C2)=O)[C@H](O1)COC(C1=CC(O)=C(O)C(O)=C1)=O